CN(CC(=O)O)C1=NC2=CC=C(C=C2C(=C1)C1=CC=CC=C1)\C=C\C1=CC=CC=C1 (E)-N-methyl-N-(4-phenyl-6-styrylquinoline-2-yl)glycine